difluorodiazine C1=CN=NC(=C1F)F